(R)-2-(3-fluoro-1,1-diphenylpropan-2-yl)-5-hydroxy-N-(isoxazol-4-yl)-1-methyl-6-oxo-1,6-dihydropyrimidine-4-carboxamide FC[C@H](C(C1=CC=CC=C1)C1=CC=CC=C1)C=1N(C(C(=C(N1)C(=O)NC=1C=NOC1)O)=O)C